ClC1=C(C=C2C=C(N=CC2=C1)NC(=O)[C@H]1[C@@H](CC1)C#N)N1CCN(CC1)[C@]1(COC[C@H]1O)C (1R,2R)-N-[7-chloro-6-[4-((3S,4S)-4-hydroxy-3-methyl-tetrahydrofuran-3-yl)piperazin-1-yl]-3-isoquinolinyl]-2-cyano-cyclobutanecarboxamide